N1=CNC(C2=CC=CC=C12)=O 4(3H)-Quinazolinone